(E)-4-(4-((2-(2-fluoro-4-(trifluoromethyl)styryl)oxazol-4-yl)methoxy)phenyl)butan-1-amine FC1=C(/C=C/C=2OC=C(N2)COC2=CC=C(C=C2)CCCCN)C=CC(=C1)C(F)(F)F